(5-(aminomethyl)thiazol-2-yl)(phenyl)methanone NCC1=CN=C(S1)C(=O)C1=CC=CC=C1